FC(C(=O)O)(F)F.ClC=1C=C2C=CN(C2=C(C1)C1=C2C(=NC=C1)C=C(S2)CN2C(C(CC2=O)OC)=O)CC2(CCNCC2)F 1-((7-(5-chloro-1-((4-fluoropiperidin-4-yl)methyl)-1H-indol-7-yl)thieno[3,2-b]pyridin-2-yl)methyl)-3-methoxypyrrolidine-2,5-dione trifluoroacetate